8'-chloro-1'-(trans-4-ethoxy-4-methylcyclohexyl)-4'H,6'H-spiro[1,3-dioxolane-2,5'-[1,2,4]triazolo[4,3-a][1]benzazepine] ClC=1C=CC2=C(CC3(CC=4N2C(=NN4)C4CCC(CC4)(C)OCC)OCCO3)C1